O1CC[C@H](C2=CC=CC=C12)NC(=O)C1C(C1CN1C(NC(CC1=O)(CC)CC)=[NH2+])(F)F [1-[[3-[[(4R)-chroman-4-yl]carbamoyl]-2,2-difluoro-cyclopropyl]methyl]-4,4-diethyl-6-oxo-hexahydropyrimidin-2-ylidene]ammonium